FC=1C=C(C=CC1OC1=CC=NC2=CC(=CN=C12)OC)NC(=O)C=1C(=NC(=C(C1O)C1=CC=C(C=C1)F)C)COC N-[3-Fluoro-4-[(7-methoxy-1,5-naphthyridin-4-yl)oxy]phenyl]-5-(4-fluorophenyl)-4-hydroxy-2-(methoxymethyl)-6-methylpyridine-3-carboxamide